C(C)(C)(C)OC(=O)N1CC2=CC=C(C=C2CC1)OCC1=C(C=C(C=C1)C#N)F 6-((4-cyano-2-fluorobenzyl)oxy)-3,4-dihydroisoquinoline-2(1H)-carboxylic acid tert-butyl ester